BrC=1C=C2C=CC3=CC=C(C4=CC=C(C1)C2=C43)C4=CC=NC3=C2N=CC=CC2=CC=C43 4-(7-bromopyrene-1-yl)-1,10-phenanthroline